(S,E)-2-(1-(Cyclohexylsulfonyl)pyrrolidin-2-yl)-N-((1,2,3,5,6,7-hexahydro-s-indacen-4-yl)carbamoyl)ethensulfonamid C1(CCCCC1)S(=O)(=O)N1[C@@H](CCC1)/C=C/S(=O)(=O)NC(NC1=C2CCCC2=CC=2CCCC12)=O